Ethyl 3-amino-6-methyl-pyridine-2-carboxylate NC=1C(=NC(=CC1)C)C(=O)OCC